(5S)-1'-[7-[(2-amino-3-chloro-4-pyridinyl)sulfanyl]-6-methyl-pyrazolo[1,5-a]pyrazin-4-yl]spiro[5,7-dihydro-cyclopenta[b]pyridin-6,4'-piperidin]-5-amine NC1=NC=CC(=C1Cl)SC1=C(N=C(C=2N1N=CC2)N2CCC1(CC2)[C@@H](C=2C(=NC=CC2)C1)N)C